ClC1=CC=C(C=C1)S(=O)(=O)[C@@H]1[C@@](CN(C1)S(=O)(=O)C1=C(C=C(C#N)C=C1)CC)(CO)O 4-(((3R,4S)-4-((4-chloro-phenyl)sulfonyl)-3-hydroxy-3-(hydroxymethyl)pyrrolidin-1-yl)sulfonyl)-3-ethylbenzonitrile